1-(4,5-difluoro-2-methoxy-phenyl)-3-[(1S)-1-(2-pyrimidin-2-yl-1,2,4-triazol-3-yl)ethyl]urea FC1=CC(=C(C=C1F)NC(=O)N[C@@H](C)C=1N(N=CN1)C1=NC=CC=N1)OC